5-(4-Ethoxyphenoxy)pyridin-3-amine C(C)OC1=CC=C(OC=2C=C(C=NC2)N)C=C1